C(C(=C)C)(=O)OCCN(C)C N,N-dimethyl-aminoethyl methacrylate